CC1C(N(C2CC1C2)C(=O)C2=NC(=CC=C2N2N=CC=N2)C)CNC=2N=NC(=CC2)C(F)(F)F N-({4-methyl-2-[6-methyl-3-(2H-1,2,3-triazol-2-yl)pyridine-2-carbonyl]-2-azabicyclo[3.1.1]hept-3-yl}methyl)-6-(trifluoromethyl)pyridazin-3-amine